4-{3-Methoxy-4-[(2,3,5-trichlorophenyl)methoxy]phenyl}-2H,4H,5H,6H,7H-pyrazolo[3,4-b]pyridin-6-one COC=1C=C(C=CC1OCC1=C(C(=CC(=C1)Cl)Cl)Cl)C1C=2C(NC(C1)=O)=NNC2